CC1CCCC2(CCCC(C1)C2)CCC(=O)O.CC2=C(C(=C(O)C(=C2)C)O)O 4,6-dimethyl-pyrogallol (5-METHYLBICYCLO[5.3.1]UNDECAN-1-YL)METHYL-ACETATE